F[B-](F)(F)F.CC1=C(C(=CC(=C1)C)C)N1CN(C=C1)C1=C(C=C(C=C1C)C)C 1,3-bis(2,4,6-trimethylphenyl)imidazole tetrafluoroborate